COC1=C(C(=O)P(CC(CC(C)(C)C)C)(C(C2=C(C=CC=C2OC)OC)=O)=O)C(=CC=C1)OC bis(2,6-dimethoxybenzoyl)-(2,4,4-trimethylpentyl)-phosphin oxide